2-(Furan-2-ylmethyl)-6-phenyl-8-(2,3,5-trifluorobenzyl)imidazo[1,2-a]pyrazin-3-yl-acetat O1C(=CC=C1)CC=1N=C2N(C=C(N=C2CC2=C(C(=CC(=C2)F)F)F)C2=CC=CC=C2)C1CC(=O)[O-]